[C@@H](C)(CC)OC1=NC=2N(C=C1C(=O)O)C=C(N2)C21COC(C2)(C1)C |r| rac-(R)-7-(sec-butoxy)-2-(1-methyl-2-oxabicyclo[2.1.1]hex-4-yl)imidazo[1,2-a]pyrimidine-6-carboxylic acid